imidazo[5,1-b][1,3,4]thiadiazol-5(6H)-one S1C=2N(N=C1)C(NC2)=O